6-((S)-3-hydroxypyrrolidin-1-yl)-N-(5-((S)-3-hydroxypyrrolidin-1-yl)-1-methyl-1H-indazol-6-yl)picolinamide O[C@@H]1CN(CC1)C1=CC=CC(=N1)C(=O)NC1=C(C=C2C=NN(C2=C1)C)N1C[C@H](CC1)O